1-methyl-3-methoxyethyl-1,2,4-triazole nitrate [N+](=O)(O)[O-].CN1N=C(N=C1)CCOC